ClC1=NN(C=C1C1=NC=CC(=N1)NC=1N=CC2=C(C=CC(=C2C1)C(C)C)C1CC(C1)N(S(=O)(=O)C)C)C N-((1r,3r)-3-(3-((2-(3-chloro-1-methyl-1H-pyrazol-4-yl)pyrimidin-4-yl)amino)-5-isopropylisoquinolin-8-yl)cyclobutyl)-N-methyl-methanesulfonamide